N-hydroxy-N-(2'-fluoro-[1,1'-biphenyl]-2-yl)benzamide methyl-2-(1-methyl-3-(4-(trifluoromethyl)phenyl)ureido)-5-oxo-5H-thieno[3,2-b]pyran-6-carboxylate COC(=O)C1=CC2=C(OC1=O)C=C(S2)N(C(=O)NC2=CC=C(C=C2)C(F)(F)F)C.ON(C(C2=CC=CC=C2)=O)C2=C(C=CC=C2)C2=C(C=CC=C2)F